FC(C1=NN=C(O1)C=1C=CC(=NC1)CN(S(=O)(=O)CC)C1=CC(=C(C=C1)F)F)F N-((5-(5-(difluoromethyl)-1,3,4-oxadiazol-2-yl)pyridin-2-yl)methyl)-N-(3,4-difluorophenyl)ethanesulfonamide